(S)-3-(3,4-difluorophenyl)-4-(5-(3,5-dimethylisoxazol-4-yl)-1-((S)-1-methylpyrrolidin-3-yl)-1H-benzo[d]imidazol-2-yl)-1,3-oxazinane-2-one FC=1C=C(C=CC1F)N1C(OCC[C@H]1C1=NC2=C(N1[C@@H]1CN(CC1)C)C=CC(=C2)C=2C(=NOC2C)C)=O